racemic-N-(4-fluorobenzyl)-N-methyl-2-phenylaminopropanamide FC1=CC=C(CN(C([C@@H](C)NC2=CC=CC=C2)=O)C)C=C1 |r|